ClC=1C(=C(C(=CC1Cl)Cl)OC(C(=O)OC1=C(C(=C(C=C1Cl)Cl)Cl)C(=O)OCCC1=CC(=CC=C1)C)=O)C(=O)OCCC1=CC(=CC=C1)C bis(3,4,6-trichloro-2-{[2-(3-methylphenyl)ethoxy] carbonyl} phenyl)oxalate